C(C)OC(C)OC1=CC=C(C(=C)C)C=C1 4-(1-ethoxyethoxy)-α-methylstyrene